N1(CCCCCC1)CC(=O)NC1=C(SC=C1C)C(=O)O 3-(2-(azepan-1-yl)acetamido)-4-methylthiophene-2-carboxylic acid